hydroxyquinoline vanadium [V].OC1=NC2=CC=CC=C2C=C1